OCCN(CCC(=O)O)CC(CCCC)CC.[Na] monosodium N-(2-hydroxyethyl)-N-(2-ethylhexyl)-β-alanine